N-(3-chloro-5-methanesulfonamidophenyl)-4-(2-oxopyrrolidin-1-yl)thiophene-2-carboxamide ClC=1C=C(C=C(C1)NS(=O)(=O)C)NC(=O)C=1SC=C(C1)N1C(CCC1)=O